FC1(CCN(CC1)C1=NC(=CC(=N1)C1=CN=C(O1)C1=C(C=C(C=C1)I)N1CCC2(CC2)CC1)C)F 5-(2-(4,4-difluoropiperidin-1-yl)-6-methylpyrimidin-4-yl)-2-(4-iodo-2-(6-azaspiro[2.5]octan-6-yl)phenyl)oxazole